tert-Butyl N-[5-[[2-[(2R,5S)-2-[3-chloro-5-(trifluoromethyl)phenyl]-5-methyl-1-piperidyl]-2-oxo-acetyl]amino]-3-methyl-2-pyridyl]carbamate ClC=1C=C(C=C(C1)C(F)(F)F)[C@@H]1N(C[C@H](CC1)C)C(C(=O)NC=1C=C(C(=NC1)NC(OC(C)(C)C)=O)C)=O